C1(CC1)N(C=1N=CC(=NC1)C1=C(C=C(C(=C1)F)C=1C=NN(C1)C)O)[C@@H]1CC2CC(C(C1)N2)(F)F 2-(5-{cyclopropyl[(3R)-6,6-difluoro-8-azabicyclo[3.2.1]octan-3-yl]amino}pyrazin-2-yl)-4-fluoro-5-(1-methyl-1H-pyrazol-4-yl)phenol